N1-(2-(dimethylamino)ethyl)-N4-(5-fluoro-4-(1-methyl-1H-indol-3-yl)-7-tosyl-7H-pyrrolo[2,3-d]pyrimidin-2-yl)-N1-methyl-2-nitrobenzene-1,4-diamine CN(CCN(C1=C(C=C(C=C1)NC=1N=C(C2=C(N1)N(C=C2F)S(=O)(=O)C2=CC=C(C)C=C2)C2=CN(C1=CC=CC=C21)C)[N+](=O)[O-])C)C